8-Methyl-5-(piperazin-1-yl)-2,3-dihydro-1,4-benzodioxine CC1=CC=C(C2=C1OCCO2)N2CCNCC2